Cl.O1N=C(C2=C1C=CC=C2)C2=C(C=CC=C2)[C@H](CC2=NC(=CC=C2C)S(=O)(=O)C)N (S)-1-[2-(Benzo[d]isoxazol-3-yl)phenyl]-2-[3-methyl-6-(methylsulfonyl)pyridine-2-yl]ethan-1-amine hydrochloride